CCCCCCCCCCCCCCCC(=O)OC[C@H](COP(=O)([O-])OC[C@H](CO)O)OC(=O)CCCCCCC/C=C\\C/C=C\\CCCCC The molecule is a 1,2-diacyl-sn-glycero-3-phospho-(1'-sn-glycerol)(1-) in which the 1- and 2-acyl groups are specified as hexadecanoyl (palmitoyl) and 9Z,12Z-octadecadienoyl (linoleoyl) respectively; major species at pH 7.3. It is a conjugate base of a 1-hexadecanoyl-2-(9Z,12Z-octadecadienoyl)-sn-glycero-3-phospho-(1'-sn-glycerol).